BrC=1C=CC(=NC1)CNC 1-(5-Bromo-2-pyridyl)-N-methyl-methanamine